C(C)(C)(C)C1CCCOO1 2-(tert-butyl)-3,4-dioxan